rac-tert-butyl N-[3-methyl-5-[[2-[5-methyl-2-(2-oxo-1H-quinolin-6-yl)-1-piperidyl]-2-oxo-acetyl]amino]-2-pyridyl]carbamate CC=1C(=NC=C(C1)NC(C(=O)N1C(CCC(C1)C)C=1C=C2C=CC(NC2=CC1)=O)=O)NC(OC(C)(C)C)=O